C(C)C(C(=O)[O-])CCCC.[Sn+2].C(C1=CC=CC=C1)S(=O)(=O)N1C=CC=2C1=NC=C(C2)N2CC(OCC2)C(F)(F)F.C(C)C(C(=O)[O-])CCCC 4-(1-toluenesulfonyl-1H-pyrrolo[2,3-b]pyridin-5-yl)-2-(trifluoromethyl)morpholine tin (II) 2-ethyl-hexanoate